BrC1=CC=C(OC[C@@H]2COC[C@](O2)(C)CNC)C=C1 1-((2s,6s)-6-((4-bromophenoxy)methyl)-2-methyl-1,4-dioxan-2-yl)-N,N-dimethylamine